N-[(2-pyridyl)mesityl]methylamine N1=C(C=CC=C1)C1=C(C(=C(C=C1C)C)NC)C